ClC1=C(C=CC=C1)C=1OC2=C(C(C1)=O)C(=CC(=C2[C@@H]2[C@@H](CN(CC2)C)O)OC(N(C(C)[C@@H]2NCCCC2)C)=O)O Methyl-{1-[(2R)-piperidin-2-yl]ethyl}carbamic acid 2-(2-chlorophenyl)-5-hydroxy-8-[(3S,4R)-3-hydroxy-1-methylpiperidin-4-yl]-4-oxo-4H-1-benzopyran-7-yl ester